C(CCCCCCC\C=C/C\C=C/CCCCC)(=O)OCC(C)COC(=O)OCCCCN(C)C 2-((((4-(dimethylamino)butoxy)carbonyl)oxy) Methyl)propyl (9Z,12Z)-octadeca-9,12-dienoate